CC=1C=C(N)C=CC1OC1CN(C1)C 3-methyl-4-((1-methylazetidin-3-yl)oxy)aniline